CC1=CC(NN1)=O 5-methyl-1,2-dihydropyrazol-3-one